C1(CC1)C1=NC=NC(=C1C=1N=CC2=C(N1)N(C(C=C2)=O)CC2=CC(=C(C=C2)N2N=C(C=C2C)C(F)(F)F)F)OC 2-(4-Cyclopropyl-6-methoxypyrimidin-5-yl)-8-(3-fluoro-4-(5-methyl-3-(trifluoromethyl)-1H-pyrazol-1-yl)benzyl)pyrido[2,3-d]pyrimidin-7(8H)-one